NC=1C=C(C(=CC1)C)C1=CC(=CC=C1C)N 3,3'-diamino-6,6'-dimethylbiphenyl